C1=CC=[N+](C(=C1)SSC2=CC=CC=[N+]2[O-])[O-] 2,2'-dithiobis(pyridine N-oxide)